ethyl 3-(5-bromo-6-((tert-butoxycarbonyl) amino)-3-nitropyridin-2-yl)-2-hydroxyacrylate BrC=1C=C(C(=NC1NC(=O)OC(C)(C)C)C=C(C(=O)OCC)O)[N+](=O)[O-]